1,4-di(2-aminophenoxy)butaneN NC1=C(OC=CCCOC2=C(C=CC=C2)N)C=CC=C1